(E)-3-(4-((4-bromobut-2-en-1-yl)amino)-1-carbonylisoindolin-2-yl)piperidine BrC/C=C/CNC1=C2CN(C(C2=CC=C1)=C=O)C1CNCCC1